COCC1=NC=CC(=C1)N1CC2=C(C=C(C=C2CC1)C=1C=C2C(=NC1)NC=C2C)[C@H]2NCCC2 (S)-2-(2-(methoxymethyl)pyridine-4-yl)-6-(3-methyl-1H-pyrrolo[2,3-b]pyridin-5-yl)-8-(pyrrolidin-2-yl)-1,2,3,4-Tetrahydroisoquinoline